bis(2,4-di(t-butyl)phenyl)pentaerythritol diphosphite OP(O)OP(O)O.C(C)(C)(C)C1=C(C=CC(=C1)C(C)(C)C)C(O)(C(CO)(CO)CO)C1=C(C=C(C=C1)C(C)(C)C)C(C)(C)C